N-oleyl-amid oleate C(CCCCCCC\C=C/CCCCCCCC)(=O)[O-].C(CCCCCCC\C=C/CCCCCCCC)[NH-]